CC(C)(C)OC(=O)NC1=C(C2=C(S1)C=CC=C2B2OC(C(O2)(C)C)(C)C)C#N {[3-cyano-4-(4,4,5,5-tetramethyl-1,3,2-dioxaborolan-2-yl)benzo[b]thiophen-2-yl]amino}carboxylic acid-2-methylpropane-2-yl ester